tropane-3α,6β-diol [C@H]12C[C@@H](C[C@H]([C@H](C1)O)N2C)O